4-ethylpyrimidine-2-amine C(C)C1=NC(=NC=C1)N